SC[C@@H]1CN(CCN1)C(=O)OC(C)(C)C T-butyl (S)-3-(sulfydrylmethyl)piperazin-1-carboxylate